2,4-Bis(benzyloxy)-7,7-dimethyl-8-[(2S,3S,4R)-2,3,4,5-tetrakis(benzyloxy)pentyl]-7,8-dihydropteridin-6(5H)-one C(C1=CC=CC=C1)OC1=NC=2N(C(C(NC2C(=N1)OCC1=CC=CC=C1)=O)(C)C)C[C@@H]([C@@H]([C@@H](COCC1=CC=CC=C1)OCC1=CC=CC=C1)OCC1=CC=CC=C1)OCC1=CC=CC=C1